tert-butyl 4-(2'-((1-(dimethylamino)propan-2-yl)carbamoyl)-8-methyl-3,4,5',6'-tetrahydro-2H-spiro[naphthalene-1,7'-pyrano[2,3-d]pyrimidin]-4'-yl)piperazine-1-carboxylate CN(CC(C)NC(=O)C=1N=C(C2=C(N1)OC1(CC2)CCCC2=CC=CC(=C21)C)N2CCN(CC2)C(=O)OC(C)(C)C)C